CC1(C2=CC=CC=C2C=2C=CC(=CC12)C=1C=CC=CC1C1=CC=2C(C3=CC=CC=C3C2C=C1)(C)C)C 5,6-bis(9,9-dimethyl-9H-fluoren-2-yl)benzol